5-chloro-2-(2-pyridyl)-1,3-benzothiazole ClC=1C=CC2=C(N=C(S2)C2=NC=CC=C2)C1